tert-butyl (S)-2-[1-(m-tolyl)imidazol-2-yl]indoline-1-carboxylate C1(=CC(=CC=C1)N1C(=NC=C1)[C@H]1N(C2=CC=CC=C2C1)C(=O)OC(C)(C)C)C